3,4-dihydro-2H-benzo[b][1,4]Dioxepin O1C2=C(OCCC1)C=CC=C2